N-(hydroxyethyl)maleimide ethyl-2-(5-bromopyrazin-2-yl)-2-[(diphenylmethylidene)amino]acetate C(C)OC(C(N=C(C1=CC=CC=C1)C1=CC=CC=C1)C1=NC=C(N=C1)Br)=O.OCCN1C(C=CC1=O)=O